CC(CCC(C1=NN=NN1C(C)(CC(C)(C)C)C)NC1=NC=NC2=CC=CC=C12)C N-(4-methyl-1-(1-(2,4,4-trimethylpentan-2-yl)-1H-tetrazol-5-yl)pentyl)quinazolin-4-amine